C(C)(C)(C)N1N=NC(=C1)C(=O)NCC1=C(C=C(C=C1)C1=C(C=NC=C1)N1CC(CCC1)N(C(C=C)=O)CC)C 1-(tert-butyl)-N-(4-(3-(3-(N-ethylacrylamido)piperidin-1-yl)pyridin-4-yl)-2-methylbenzyl)-1H-1,2,3-triazole-4-carboxamide